CSC=1N(CCN1)C(=O)[O-] 2-(methylthio)-4,5-dihydro-1H-imidazole-1-carboxylate